FC(OC1=C(C=C(C(=O)OC)C=C1)O)(F)F methyl 4-trifluoromethoxy-3-hydroxybenzoate